2'-(3-fluoropyridin-4-yl)3'-iodo-1-(prop-2-enoyl)-5',6'-dihydro-1'H-spiro[piperidine-4,7'-pyrrolo[3,2-c]pyridin]-4'-one FC=1C=NC=CC1C1=C(C=2C(NCC3(C2N1)CCN(CC3)C(C=C)=O)=O)I